[N+](=O)([O-])C=1C(=C2CC[C@H](C2=CC1)OP(=O)(N1CC1)N1CC1)OC1=CC=C(C=C1)C1=NC=CC=C1 di(aziridin-1-yl)phosphinic acid (R)-5-nitro-4-(4-(pyridin-2-yl) phenoxy)-2,3-dihydro-1H-inden-1-yl ester